2-methyl-3-(5-methylthiophen-2-yl)-8-methoxyisoquinoline CN1CC2=C(C=CC=C2C=C1C=1SC(=CC1)C)OC